C(C)(C)C1=C(NC2=CC=C(C=C12)C1=NN=C(O1)CC(C)N)C1=CC(=NC=C1)C 1-(5-(3-isopropyl-2-(2-methylpyridin-4-yl)-1H-indol-5-yl)-1,3,4-oxadiazol-2-yl)propan-2-amine